C(CCC)C=1C(=C(C(=CC1)[N+](=O)[O-])CC(C(=O)N)(C)C)[N+](=O)[O-] 3-(4-Z-butyl-2,6-dinitrophenyl)-2,2-dimethylpropanamide